1,1,5,5-Tetramethyl-3,3-dimethoxy-1,5-bis(2-aminoethyl)trisiloxan C[Si](O[Si](O[Si](CCN)(C)C)(OC)OC)(CCN)C